7-heptyl-benzo[c]acridine C(CCCCCC)C1=C2C=CC=CC2=NC=2C3=C(C=CC12)C=CC=C3